N-(3-chloro-5-(2-(3-cyclopropoxy-5-(trifluoromethoxy)phenyl)propan-2-yl)phenyl)-5-(2-(methylsulfonyl)propan-2-yl)benzo[b]thiophene-2-carboxamide ClC=1C=C(C=C(C1)C(C)(C)C1=CC(=CC(=C1)OC(F)(F)F)OC1CC1)NC(=O)C1=CC2=C(S1)C=CC(=C2)C(C)(C)S(=O)(=O)C